tert-Butyl-(S,E)-2-((3-(7-(dimethylamino)-2-((methoxycarbonyl)amino)-7-oxohept-5-enamido)-2-oxopyridin-1(2H)-yl)methyl)-5-fluoro-7-(3,3,3-trifluoropropyl)-1H-indol-1-carboxylat C(C)(C)(C)OC(=O)N1C(=CC2=CC(=CC(=C12)CCC(F)(F)F)F)CN1C(C(=CC=C1)NC([C@H](CC\C=C\C(=O)N(C)C)NC(=O)OC)=O)=O